C(C(=C)C)(=O)OCC1C(OC1)OC(F)(F)F 3-(methacryloxymethyl)-2-trifluoromethoxyoxetane